The molecule is an alpha,omega-dicarboxylic acid that is the 1,14-dicarboxy derivative of tetradecane. It has a role as a human metabolite. It is a conjugate acid of a hexadecanedioate(2-). C(CCCCCCCC(=O)O)CCCCCCC(=O)O